NC1C(C2=CC=CC=C2C1(C)C)(C1=CC=C(C=C1)N)C amino-1,3,3-trimethyl-1-(4-aminophenyl)indane